C(C=CCCC(=O)[O-])(=O)[O-].[Li+].[Li+] lithium hexenedioate